C(C)(C)(C)OC(=O)N1CC2=CC=CC(=C2C1)CCC(=O)O 3-(2-(tert-butoxycarbonyl)isoindolin-4-yl)propanoic acid